C(C)C1CC(C1)(C1=NN=CN1C)C=1C=C(C=CC1)N1C(C2=CC(=CC(=C2C1)C(F)(F)F)CNC1(CCC1)C)=O 2-(3-((1s,3r)-3-ethyl-1-(4-methyl-4H-1,2,4-triazol-3-yl)cyclobutyl)phenyl)-6-(((1-methylcyclobutyl)amino)methyl)-4-(trifluoromethyl)isoindolin-1-one